ClC1=C(C=C(N=N1)N1CC[C@H]2[C@@H]1CNCC2)C(F)F |r| rac-(3aS,7aR)-1-[6-chloro-5-(difluoromethyl)pyridazin-3-yl]-2,3,3a,4,5,6,7,7a-octahydropyrrolo[2,3-c]pyridine